FC(=O)F perfluoro ketone